OCCOC1=C(C=CC=C1)C1=CC=2C(=CN=C(C2)NC(=O)C2CC2)N1C N-[2-[2-(2-hydroxyethoxy)phenyl]-1-methylpyrrolo[2,3-c]pyridin-5-yl]cyclopropanecarboxamide